FC1=CC=CC=2C(=N[C@@H](C(NC21)=O)NC(=O)C=2C(=NN1C2O[C@@H](CC1)C)C=1C=NC(=CC1)CO)C1=CC=CC=C1 (5R)-N-[(3S)-9-fluoro-2-oxo-5-phenyl-1,3-dihydro-1,4-benzodiazepine-3-yl]-2-[6-(hydroxymethyl)pyridin-3-yl]-5-methyl-6,7-dihydro-5H-pyrazolo[5,1-b][1,3]Oxazine-3-carboxamide